The molecule is a phenylpropanoid that is (E)-cinnamyl alcohol substituted by methoxy groups at positions 3, 4 and 5 respectively. It is a phenylpropanoid, a primary alcohol and a member of methoxybenzenes. It derives from an (E)-cinnamyl alcohol. COC1=CC(=CC(=C1OC)OC)/C=C/CO